C(C1=CC=CC=C1)OC(N[C@@H]1[C@@H](N(CC1)C(=O)N1CCC1)CC=1C(=C(C=CC1)C1=CC(=CC=C1)F)F)=O ((2S,3S)-1-(azetidin-1-ylcarbonyl)-2-((2,3'-difluoro[biphenyl]-3-yl)methyl)pyrrolidin-3-yl)carbamic acid benzyl ester